(R)-chloro-4-methyl-1,4-dihydro-2H-pyrimidin ClN1CN[C@@H](C=C1)C